racemic-4-(2-fluoro-6-methoxyphenyl)-6-methyl-N-(5-((trans)-2-phenylcyclopropyl)-1,3,4-thiadiazol-2-yl)pyridine-3-carboxamide FC1=C(C(=CC=C1)OC)C1=C(C=NC(=C1)C)C(=O)NC=1SC(=NN1)[C@H]1[C@@H](C1)C1=CC=CC=C1 |r|